di(tert-butylcarbonyl)ethylamine C(C)(C)(C)C(=O)C(CN)C(=O)C(C)(C)C